1-(6-(8-(but-3-en-1-yloxy)imidazo[1,2-a]pyrazin-6-yl)-5-methoxypyrazin-2-yl)-N-ethylethan-1-amine C(CC=C)OC=1C=2N(C=C(N1)C1=C(N=CC(=N1)C(C)NCC)OC)C=CN2